{[4-bromo-2-(1,3-dioxolan-2-yl)phenyl]sulfamoyl}dimethylamine BrC1=CC(=C(C=C1)NS(=O)(=O)N(C)C)C1OCCO1